N-[3-Fluoro-4-(2-{1H-pyrazolo[3,4-b]pyridin-5-yl}ethynyl)pyridin-2-yl]-2,6-dimethylpyridine-3-sulfonamide FC=1C(=NC=CC1C#CC=1C=C2C(=NC1)NN=C2)NS(=O)(=O)C=2C(=NC(=CC2)C)C